3-[4-(methoxycarbonylamino)phenyl]-5-methyl-imidazo[1,2-a]pyridine-6-carboxylic acid COC(=O)NC1=CC=C(C=C1)C1=CN=C2N1C(=C(C=C2)C(=O)O)C